2-{6-azaspiro[2.5]octan-6-yl}-N-[2-(4,4-difluoropiperidin-1-yl)-6-methylpyrimidin-4-yl]-4-(2-hydroxyethanesulfonamido)benzamide C1CC12CCN(CC2)C2=C(C(=O)NC1=NC(=NC(=C1)C)N1CCC(CC1)(F)F)C=CC(=C2)NS(=O)(=O)CCO